COC1CCN(CC1)C1=NC=NC(=C1[N+](=O)[O-])SC#N 4-(4-methoxypiperidin-1-yl)-5-nitro-6-thiocyanopyrimidine